OCCN1N=C(C(=C1)C=1C=C2CCC(C2=CC1)=NO)C1=CC=NC=C1 5-[1-(2-hydroxyethyl)-3-(pyridin-4-yl)-1H-pyrazol-4-yl]-2,3-dihydroinden-1-one oxime